ClC1=CC(=CC(=N1)NC(=S)NC(OCC)=O)C=1C=NN(C1)C(C(C)C)C=1C=NC(=CC1)C(F)(F)F ethyl {[6-chloro-4-(1-{2-methyl-1-[6-(trifluoromethyl)pyridin-3-yl]propyl}-1H-pyrazol-4-yl)pyridin-2-yl]carbamothioyl}carbamate